4-(4-(2-chlorophenyl)piperazin-1-yl)-6-(thiophen-2-yl)pyridin-2-amine ClC1=C(C=CC=C1)N1CCN(CC1)C1=CC(=NC(=C1)C=1SC=CC1)N